2-(2-fluoro-4-(2-oxo-2-((1-(3,3,3-trifluoropropyl)-1H-benzo[d]-imidazol-2-yl)-amino)ethyl)-phenoxy)nicotinamide FC1=C(OC2=C(C(=O)N)C=CC=N2)C=CC(=C1)CC(NC1=NC2=C(N1CCC(F)(F)F)C=CC=C2)=O